COC1=CC=CC=2N=C(SC21)S(=O)(=O)C 7-methoxy-2-(methylsulfonyl)benzo[d]thiazole